C1(=CC=CC=C1)NCCC[SiH2]C(OC)OC gamma-N-phenylaminopropyldimethoxymethylsilane